(4-methoxyphenyl)-quinoline COC1=CC=C(C=C1)C1=NC2=CC=CC=C2C=C1